1-(7,8-dihydrobenzofuro[4,5-d]thiazol-2-yl)-4-(fluoromethyl)-5-(prop-1-yn-1-yl)imidazolidin-2-one N1=C(SC2=C1C=1CCOC1C=C2)N2C(NC(C2C#CC)CF)=O